1-butyl-N-((5-(5-(difluoromethyl)-1,3,4-oxadiazol-2-yl)pyridin-2-yl)methyl)-3-fluoro-N-(3-fluorophenyl)azetidine-3-carboxamide C(CCC)N1CC(C1)(C(=O)N(C1=CC(=CC=C1)F)CC1=NC=C(C=C1)C=1OC(=NN1)C(F)F)F